(R)-1-(2-((1-(2,2-difluoroethyl)-1H-pyrazol-3-yl)sulfonyl)-2,6-dihydropyrrolo[3,4-c]pyrazol-5(4H)-yl)-2-(2-fluorophenyl)-3-hydroxypropan-1-one FC(CN1N=C(C=C1)S(=O)(=O)N1N=C2C(=C1)CN(C2)C([C@@H](CO)C2=C(C=CC=C2)F)=O)F